2-{2-ethyl-6-[(3S)-1-methylpyrrolidin-3-yl]-5,8-dioxo-5,6,7,8-tetrahydro-4H-pyrazolo[1,5-a]pyrrolo[3,4-d]pyrimidin-4-yl}-N-(5-fluoropyridin-2-yl)acetamide C(C)C1=NN2C(N(C3=C(C2=O)CN(C3=O)[C@@H]3CN(CC3)C)CC(=O)NC3=NC=C(C=C3)F)=C1